ClC1=C(C=CC(=C1)Cl)C1=CC(=C(C(=C1)Cl)Cl)Cl 2',3,4,4',5-pentachlorobiphenyl